(2R,5R)-1,6-diphenyl-2,5-hexanediamine C1(=CC=CC=C1)C[C@@H](CC[C@H](CC1=CC=CC=C1)N)N